ethyl-2-(3-cyano-4-isobutoxyphenyl)-4-methylthiazole-5-carboxylate C(C)OC(=O)C1=C(N=C(S1)C1=CC(=C(C=C1)OCC(C)C)C#N)C